C(C)(=O)C1(CCCCC1)S(=O)(=O)O acetylcyclohexanesulfonic acid